6-(2-chloro-4-cyano-anilino)-4-(isopropylamino)pyridine-3-carboxylic acid ClC1=C(NC2=CC(=C(C=N2)C(=O)O)NC(C)C)C=CC(=C1)C#N